CC1(OB(OC1(C)C)C1C(C1)C(=O)O)C 2-(4,4,5,5-tetramethyl-1,3,2-dioxaborolan-2-yl)cyclopropane-1-carboxylic acid